BrC1=C(C(=C(C=C1)NC(=O)N1CCN(CC1)C)F)Cl N-(4-Bromo-3-chloro-2-fluorophenyl)-4-methylpiperazine-1-carboxamide